C(C)(C)C1=C(NC2=CC=C(C=C12)C1CCN(CC1)CC(=O)NC)C1=CC=2N(C(=C1)OC)C=CN2 2-(4-(3-isopropyl-2-(5-methoxyimidazo[1,2-a]pyridin-7-yl)-1H-indol-5-yl)piperidin-1-yl)-N-methylacetamide